7-(piperidin-1-yl)pyrido[2,3-d]pyrimidine-6-carboxamide N1(CCCCC1)C=1C(=CC2=C(N=CN=C2)N1)C(=O)N